C(C1=CC=CC=C1)N(P(N)(N)=O)C N-benzyl-N-methylphosphoric acid triamide